2-(2-(1,3-dimethyl-1H-pyrazol-4-yl)-6-fluorophenyl)-3-methylimidazo[1,2-a]pyridine-7-carboxylic acid CN1N=C(C(=C1)C1=C(C(=CC=C1)F)C=1N=C2N(C=CC(=C2)C(=O)O)C1C)C